tert-butyl 4-(4-(isoquinolin-5-yl)-6-((3-(trifluoromethyl)phenyl)amino)-1,3,5-triazin-2-yl)piperidine-1-carboxylate C1=NC=CC2=C(C=CC=C12)C1=NC(=NC(=N1)NC1=CC(=CC=C1)C(F)(F)F)C1CCN(CC1)C(=O)OC(C)(C)C